C1N(CC2=CC=CC=C12)CCN1CC2=CC=CC=C2C1 1,2-bis(isoindolin-2-yl)ethane